(3-(2-((2-hydroxyethyl)amino)-5-(trifluoromethyl)pyrimidin-4-yl)-1H-indol-7-yl)dimethylphosphine oxide OCCNC1=NC=C(C(=N1)C1=CNC2=C(C=CC=C12)P(C)(C)=O)C(F)(F)F